6-Oxo-1-[4-(2-oxoazetidin-1-yl)phenyl]pyridine-3-carboxylic acid O=C1C=CC(=CN1C1=CC=C(C=C1)N1C(CC1)=O)C(=O)O